ClC1=C(C=CC=C1F)OB(O)O (2-chloro-3-fluorophenyl)boric acid